(R)-3-carboxyl-2-hydroxyl-N,N,N-trimethyl-1-propyl-ammonium hydroxide [OH-].C(=O)(O)C[C@H](C[N+](C)(C)C)O